methyl 4-(4-(furan-2-ylmethylene)-5-oxo-4,5-dihydrooxazol-2-yl)benzoate O1C(=CC=C1)C=C1N=C(OC1=O)C1=CC=C(C(=O)OC)C=C1